((1R,5S,6r)-3-oxabicyclo[3.1.0]hexan-6-yl)-2-(2-fluorobenzyl)-3-hydroxy-2,6-dihydro-7H-pyrazolo[3,4-d]pyridazin-7-one [C@@H]12COC[C@H]2C1C=1C=2C(C(NN1)=O)=NN(C2O)CC2=C(C=CC=C2)F